(R)-4-ethyl-2-[2-Methyl-5-(4,4,5,5-Tetramethyl-1,3,2-dioxaborolan-2-yl)benzyl]-3,4-dihydro-2H-benzo[b][1,4,5]oxathiazepine C(C)[C@@H]1CN(SC2=C(O1)C=CC=C2)CC2=C(C=CC(=C2)B2OC(C(O2)(C)C)(C)C)C